1-(4-isopropylphenyl)-3-(2,3-dimethoxystyryl)-5-(2,3-dimethoxyphenyl)-pyrazoline C(C)(C)C1=CC=C(C=C1)N1NC(=CC1C1=C(C(=CC=C1)OC)OC)C=CC1=C(C(=CC=C1)OC)OC